(R)-3-((1R,5S)-3-(8-fluoro-7-(8-fluoro-3-hydroxynaphthalen-1-yl)-2-((tetrahydro-1H-pyrrolizin-7a(5H)-yl)methoxy)quinazolin-4-yl)-3,8-diazabicyclo[3.2.1]octan-8-yl)propane-1,2-diol FC=1C(=CC=C2C(=NC(=NC12)OCC12CCCN2CCC1)N1C[C@H]2CC[C@@H](C1)N2C[C@H](CO)O)C2=CC(=CC1=CC=CC(=C21)F)O